6-chloro-5'-(5-chloro-1-methyl-2-oxo-1,2-dihydropyridin-3-yl)-2'-(2,4-dimethoxypyrimidin-5-yl)-3'-isopropyl-3'H-spiro[indoline-3,4'-pyrrolo[3,4-d]imidazole]-2,6'(5'H)-dione ClC1=CC=C2C(=C1)NC(C21N(C(C=2N=C(N(C21)C(C)C)C=2C(=NC(=NC2)OC)OC)=O)C=2C(N(C=C(C2)Cl)C)=O)=O